N-Boc-Aminophenol C(=O)(OC(C)(C)C)NC1=C(C=CC=C1)O